N1=CC=C(C=C1)C=NN=CC1=CC=NC=C1 1,2-bis(4-pyridylmethylene)hydrazine